tert-butyl 2-(1-((benzyloxy)carbonyl)piperidin-4-yl)-7-azaspiro[3.5]nonane-7-carboxylate C(C1=CC=CC=C1)OC(=O)N1CCC(CC1)C1CC2(C1)CCN(CC2)C(=O)OC(C)(C)C